Pentafluoro-(2-((2-methylallyl)oxy)-2-phenylpropyl)-λ6-sulphane FS(CC(C)(C1=CC=CC=C1)OCC(=C)C)(F)(F)(F)F